OCC1=NC2=CC=CC=C2C=C1 (hydroxymethyl)quinoline